1-hydroxy-7-azabenzotriazoleN tertbutyl-5-(2-chloro-6-(6-(methylcarbamoyl)pyrimidin-4-yl)pyridin-4-yl)-4,7-diazaspiro[2.5]octane-7-carboxylate C(C)(C)(C)OC(=O)N1CC(NC2(CC2)C1)C1=CC(=NC(=C1)C1=NC=NC(=C1)C(NC)=O)Cl.ON1N=NC2=C1N=CC=C2